6-chloro-2-chloro-4-methoxycarbonyloxy-1-acryloyloxynaphthalene ClC=1C=C2C(=CC(=C(C2=CC1)OC(C=C)=O)Cl)OC(=O)OC